Dioctyl(oxo)tin C(CCCCCCC)[Sn](=O)CCCCCCCC